FC1([C@@H](C[C@H]2C[C@@H]([C@H]3[C@@H]4CC[C@H]([C@@H](CCC(=O)N5CCOCC5)C)[C@]4(CC[C@@H]3[C@]2(C1)C)C)O)O)F N-(2,2-Difluoro-3β,7β-dihydroxy-5β-cholan-24-oyl)morpholin